NC=1N=C(SC1C(=O)C1=CC(=NO1)C1=C(C=CC=C1)OC)N(C1=CC=C(C=C1)F)C(C(=O)N)C (N-[4-amino-5-[3-(2-methoxyphenyl)isoxazole-5-carbonyl]thiazol-2-yl]-4-fluoro-anilino)propanamide